FC(C1=NN=C(O1)C1=CC(=C(CN(C(=O)N2CCS(CC2)(=O)=O)C2=CC(=CC=C2)F)C=C1)F)F N-(4-(5-(difluoromethyl)-1,3,4-oxadiazol-2-yl)-2-fluorobenzyl)-N-(3-fluorophenyl)thiomorpholine-4-carboxamide 1,1-dioxide